C(C1=CC=CC=C1)(C1=CC=CC=C1)(C1=CC=CC=C1)SC1=CC=C(C=C1)CC(=O)N 2-(4-(tritylthio)phenyl)acetamide